{p-[(diphenylphosphoryl)methyl]phenyl}methane C1(=CC=CC=C1)P(=O)(C1=CC=CC=C1)CC1=CC=C(C=C1)C